5-(6-chloropyridin-3-yl)-1,3,4-oxadiazole-2-thiol ClC1=CC=C(C=N1)C1=NN=C(O1)S